7-methylguanosine 5'-phosphate P(=O)(O)(O)OC[C@@H]1[C@H]([C@H]([C@@H](O1)N1C=[N+](C=2C(=O)NC(N)=NC12)C)O)O